C(CCCCC)C(C(=O)OCCCCCCN(CCCCCCOC(C(CCCCCCCC)CCCCCC)=O)CCCN1C(=NC=C1)C)CCCCCCCC.BrC=1C=C2C=CC(=NC2=CC1)C1(CCOCC1)C 6-Bromo-2-(4-methyltetrahydro-2H-pyran-4-yl)quinoline ((3-(2-methyl-1H-imidazol-1-yl)propyl)azanediyl)bis(hexane-6,1-diyl) bis(2-hexyldecanoate)